N,N,N',N'-tetrahexylmalonamide C(CCCCC)N(C(CC(=O)N(CCCCCC)CCCCCC)=O)CCCCCC